tert-butyl (R)-10-ethyl-l-1-methoxy-1,2,4,4a,5,6-hexahydro-3H,14H-pyrazino[1',2':5,6][1,5]oxazocino[2,3-g]quinoline-3-carboxylate C(C)C=1C=NC2=CC3=C(C=C2C1)OCCC1N(C3)[C@@H](CN(C1)C(=O)OC(C)(C)C)OC